C1NCC12CC(CC2)NC(OC(C)(C)C)=O tert-butyl (2-azaspiro[3.4]octan-6-yl)carbamate